COC1=CC=2N=CN=C(C2N=C1NC(=O)C1(CC1)C(F)(F)F)C=1C(=NNC1)C1=CC=CC=C1 N-(7-methoxy-4-(3-phenyl-1H-pyrazol-4-yl)pyrido[3,2-d]pyrimidin-6-yl)-1-(trifluoromethyl)cyclopropane-1-carboxamide